S(=O)(=O)([O-])C1=CC=C(C)C=C1.N(N)C([NH3+])=N hydrazine-1-carboximidamidium tosylate